FCOC1=CC(=CC2=C1C(=NO2)NS(=O)(=O)C2=C(C=CC=C2OC)OC)CC2=NC=CC=C2 N-(4-(fluoromethoxy)-6-(pyridin-2-ylmethyl)benzo[d]isoxazol-3-yl)-2,6-dimethoxybenzenesulfonamide